N-(7-chloro-1-(4-(trifluoromethyl)phenyl)-1H-indol-5-yl)acrylamide ClC=1C=C(C=C2C=CN(C12)C1=CC=C(C=C1)C(F)(F)F)NC(C=C)=O